4-cyano-N-((S)-1-((1S,4aS,4bR,6aR,8R,10aS,10bR,12aS)-12a-ethyl-8-hydroxy-8-methyloctadecahydrochrysen-1-yl)ethyl)benzamide C(#N)C1=CC=C(C(=O)N[C@@H](C)[C@H]2CCC[C@H]3[C@@H]4CC[C@@H]5C[C@](CC[C@@H]5[C@H]4CC[C@]23CC)(C)O)C=C1